4-{[(6-Chloropyridin-3-yl)methyl](thien-2-ylmethyl)amino}furan ClC1=CC=C(C=N1)CN(C=1C=COC1)CC=1SC=CC1